4-(3-methoxy-4-nitrobenzoyl)-2-(prop-2-yn-1-yl)morpholine COC=1C=C(C(=O)N2CC(OCC2)CC#C)C=CC1[N+](=O)[O-]